ClC1=C(OCC(=O)N2C[C@H]3N(C(C4=C(NC3=O)C=CC(=C4)C4=CC(=CC=C4)C(F)(F)F)=O)CC2)C=CC(=C1)OC(F)(F)F (R)-2-(2-(2-chloro-4-(trifluoromethoxy)phenoxy)acetyl)-8-(3-(trifluoromethyl)phenyl)-1,3,4,12a-tetrahydrobenzo[e]pyrazino[1,2-a][1,4]diazepine-6,12(2H,11H)-dione